(4-(4-(aminomethyl)-1-oxo-1,2-dihydro-phthalazin-6-yl)-1-methyl-1H-pyrazol-5-yl)-2,3-dihydro-1H-isoindole-1,3-dione NCC1=NNC(C2=CC=C(C=C12)C=1C=NN(C1N1C(C2=CC=CC=C2C1=O)=O)C)=O